[Mg+2].O=C([C@H](O)[C@@H](O)CO)[O-].O=C([C@H](O)[C@@H](O)CO)[O-] L-Threonic acid Magnesium salt